F\C(\C(=O)NC=1C(=NC=CC1C)C(F)(F)F)=C/C1=CC=C2C=NNC2=C1F (Z)-2-fluoro-3-(7-fluoro-1H-indazol-6-yl)-N-(4-methyl-2-(trifluoromethyl)pyridin-3-yl)acrylamide